C([Se-])([O-])=S.[Na+].[Na+] sodium selenothiocarbonate